CC12OCC(C1)(C2)CO (1-methyl-2-oxabicyclo[2.1.1]hex-4-yl)methanol